phosphorus iron compound with phosphorus [P].[Fe].[P]